FC1(CC(OC1)(C)C(C1=NC=CC=C1C)NC1=CC(C1=O)=O)F 2-(((4,4-difluoro-2-methyltetrahydrofuran-2-yl)(3-methylpyridin-2-yl)methyl)amino)-3,4-dioxocyclobut-1-ene